kalium lithium [Li].[K]